(2R,3R)-1-(tert-butoxycarbonyl)-2-methylpyrrolidine-3-carboxylic acid C(C)(C)(C)OC(=O)N1[C@@H]([C@@H](CC1)C(=O)O)C